N-methyl-1-({6-[(3-chloro-4-isopropoxyphenyl)methoxy]-1-methyl-3,4-dihydro-2-naphthyl}methyl)-3-azetidinecarboxamide CNC(=O)C1CN(C1)CC1=C(C2=CC=C(C=C2CC1)OCC1=CC(=C(C=C1)OC(C)C)Cl)C